C(C)NC(=O)C1=CN(C2=NC=C(N=C21)N[C@@H]2[C@@H](CN(CC2)C(=O)OC(C)(C)C)C)COCC[Si](C)(C)C |r| Cis-racemic-tert-butyl 4-{[7-(ethylcarbamoyl)-5-{[2-(trimethylsilyl)ethoxy]methyl}-5H-pyrrolo[2,3-b]pyrazin-2-yl]amino}-3-methylpiperidine-1-carboxylate